FC=1C=C(C=C(C1)F)C=1C(OC2=CC(=CC=C2C1C)OC1OCCCC1)C1=CC=C(C=C1)\C=C\CI 3-(3,5-difluorophenyl)-2-[4-((E)-3-iodopropenyl)phenyl]-4-methyl-7-(tetrahydropyran-2-yloxy)-2H-chromene